propyl methyllactate CC(C(=O)OCCC)(O)C